C(N)(=O)C1=CC=C(C(=O)C2(CC2)SC2=NN=NN2C2=CC=C(C(=O)O)C=C2)C=C1 4-(5-((1-(4-carbamoylbenzoyl)cyclopropyl)thio)-1H-tetrazol-1-yl)benzoic acid